2'-Chloro-N-(5-(5-(difluoromethyl)-6-methoxy-picolinoyl)-5,6-dihydro-4H-pyrrolo[3,4-d]thiazol-2-yl)-5'-methoxy-6-methyl-[4,4'-bipyridine]-3-carboxamide ClC1=NC=C(C(=C1)C1=C(C=NC(=C1)C)C(=O)NC=1SC2=C(N1)CN(C2)C(C2=NC(=C(C=C2)C(F)F)OC)=O)OC